[4-(6-Amino-pyridazin-3-yl)-piperidin-1-yl]-biphenyl-4-yl-methanone NC1=CC=C(N=N1)C1CCN(CC1)C(=O)C1=CC=C(C=C1)C1=CC=CC=C1